8-chloro-6-hydroxy-5,6-dihydro-11H-benzo[5,6]cyclohepta[1,2-b]pyridin ClC=1C=CC2=C(C(CC=3C(=NC=CC3)C2)O)C1